3H-spiro[furo[3,2-c]pyridine-2,3'-pyrrolidine] N1CC2(CC1)CC=1C=NC=CC1O2